[3-(morpholin-4-yl)pyridin-4-yl]methylamine N1(CCOCC1)C=1C=NC=CC1CN